C(C1=CC=CC=C1)O[C@@H](COCCOCCN1N=C(C=C1)C1=NN(C2=CC=C(C=C12)O[Si](C)(C)C(C)(C)C)C1OCCCC1)C [3-[1-[2-[2-[(2R)-2-benzyloxypropoxy]ethoxy]ethyl]pyrazol-3-yl]-1-tetrahydropyran-2-yl-indazol-5-yl]oxy-tert-butyl-dimethyl-silane